2-(1H-pyrrol-1-yl)benzamide tris(perfluorophenyl)3,3',3''-(((1R,2S,3R)-5-((6-(((benzyloxy)carbonyl)amino)hexyl)carbamoyl)cyclohex-4-ene-1,2,3-triyl)tris(oxy))tripropionate FC1=C(C(=C(C(=C1F)F)F)F)OC(CCO[C@H]1[C@H]([C@@H](CC(=C1)C(NCCCCCCNC(=O)OCC1=CC=CC=C1)=O)OCCC(=O)OC1=C(C(=C(C(=C1F)F)F)F)F)OCCC(=O)OC1=C(C(=C(C(=C1F)F)F)F)F)=O.N1(C=CC=C1)C1=C(C(=O)N)C=CC=C1